1-N'-[4-(7-carbamoyl-6-methylquinolin-4-yl)oxy-3-fluorophenyl]-1-N-(4-fluorophenyl)cyclopropane-1,1-dicarboxamide C(N)(=O)C1=C(C=C2C(=CC=NC2=C1)OC1=C(C=C(C=C1)NC(=O)C1(CC1)C(=O)NC1=CC=C(C=C1)F)F)C